3-methyl-1-phenylpyrrolo[1,2-a]quinoline CC=1C=C(N2C1C=CC1=CC=CC=C21)C2=CC=CC=C2